di-tert-butyl (((S)-6-((R)-2-amino-3-(1H-indol-3-yl)propanamido)-1-(tert-butoxy)-1-oxohexan-2-yl)carbamoyl)-L-glutamate N[C@@H](C(=O)NCCCC[C@@H](C(=O)OC(C)(C)C)NC(=O)N[C@@H](CCC(=O)OC(C)(C)C)C(=O)OC(C)(C)C)CC1=CNC2=CC=CC=C12